C(C)(C)(C)OC(=O)N1CCC(CC1)[C@H](CO)C (R)-4-(1-hydroxy-prop-2-yl)piperidine-1-carboxylic acid tert-butyl ester